ClC=1C(=NC(=NC1)NC1=CC(=C(C=C1OC)N1CCC(CC1)N(CCN(C(OC(C)(C)C)=O)C)C)CC)NC1=C(C(=CC=C1)OC)NS(=O)(=O)C tert-Butyl N-[2-[[1-[4-[[5-chloro-4-[2-(methanesulfonamido)-3-methoxy-anilino]pyrimidin-2-yl]amino]-2-ethyl-5-methoxy-phenyl]-4-piperidyl]-methyl-amino]ethyl]-N-methyl-carbamate